C1CCC2=C(C=CC=C12)C1=C(C(=O)N)C=CC=C1 (2,3-dihydro-inden-4-yl)benzamide